tetrabutylphosphonium 3-sulfopropyl-acrylate S(=O)(=O)(O)CCCOC(C=C)=O.C(CCC)[P+](CCCC)(CCCC)CCCC